Cl.FC1=C(C=CC(=N1)C(=O)NC)C1CCNCC1 6-fluoro-N-methyl-5-(piperidin-4-yl)pyridine-2-carboxamide hydrochloride